C(C)C1(C(=O)OC(CC1)C)C α-ethyl-α-methyl-δ-caprolactone